CC1(OB(OC1(C)C)C=1C=C2C(=NNC2=CC1)N)C 5-(4,4,5,5-tetramethyl-1,3,2-dioxaborolan-2-yl)-1H-indazol-3-amine